2-({5'-chloro-2'-[(5-ethylpyridine-3-sulfonyl)amino]-3'-fluoro[1,1'-biphenyl]-4-yl}oxy)-2-methylpropanoic acid ClC=1C=C(C(=C(C1)C1=CC=C(C=C1)OC(C(=O)O)(C)C)NS(=O)(=O)C=1C=NC=C(C1)CC)F